8-((2-methoxy-5-methylpyridin-3-yl)sulfonyl)-3-(2-oxa-6-azaspiro[3.3]heptan-6-yl)-1-oxa-8-azaspiro[4.5]decane COC1=NC=C(C=C1S(=O)(=O)N1CCC2(CC(CO2)N2CC3(COC3)C2)CC1)C